BrC=1C=C(OCC=2C=C(C=CC2OC)/C=C/C(=O)C2=CC=C(C=C2)O)C=CC1 (E)-3-[3-[(3-Bromophenoxy)methyl]-4-methoxyphenyl]-1-(4-hydroxyphenyl)prop-2-en-1-one